ClC=1C(=NC=NC1)C1=CNC2=CC=CC=C12 5-chloro-4-(1H-indol-3-yl)pyrimidine